C(C)(C)(C)OC(=O)N1C[C@H](C[C@H](C1)C)O (3s,5r)-3-hydroxy-5-methylpiperidine-1-carboxylic acid tert-butyl ester